(3r,4r)-4-fluoro-1-(1-((5-fluoropyridin-2-yl)methyl)-1H-benzo[d]imidazol-2-yl)piperidin-3-amine F[C@H]1[C@@H](CN(CC1)C1=NC2=C(N1CC1=NC=C(C=C1)F)C=CC=C2)N